N-octadecylpyrrolidone C(CCCCCCCCCCCCCCCCC)N1C(CCC1)=O